C(C1=CC=CC=C1)OC(=O)N1CC(C(C1)OC)NC(=O)OC(C)(C)C 3-((tert-butoxycarbonyl)amino)-4-methoxypyrrolidine-1-carboxylic acid benzyl ester